tert-butyl 3-benzyl-5-oxo-5,6,7,9-tetrahydropyrazolo[1,5-a]pyrido[4,3-e]pyrimidine-8(4H)-carboxylate C(C1=CC=CC=C1)C=1C=NN2C1NC(C1=C2CN(CC1)C(=O)OC(C)(C)C)=O